4-(ethylthio)-6-methylpyrimidine-5-carboxamide C(C)SC1=NC=NC(=C1C(=O)N)C